1-acetyl-N-(pyridin-4-ylmethyl)-1H-indole-3-carboxamide C(C)(=O)N1C=C(C2=CC=CC=C12)C(=O)NCC1=CC=NC=C1